C(#N)CC(=O)C=1C=C(C(O)=CC1)O 4-(Cyanoacetyl)Catechol